COCCO[C@@H]1C[C@H](C1)NC1=NN2C(C=N1)=C(C=C2)C2=CC=1C(=NC=CN1)N=C2 N-(trans-3-(2-methoxyethoxy)cyclobutyl)-5-(pyrido[2,3-b]pyrazin-7-yl)pyrrolo[2,1-f][1,2,4]triazin-2-amine